(S)-3-((7-(6-chloro-1-(5-azaspiro[3.4]octan-7-yl)-1,2,3,4-tetrahydroquinolin-8-yl)thieno[3,2-b]pyridin-2-yl)methyl)-1-methylimidazolidine-2,4-dione ClC=1C=C2CCCN(C2=C(C1)C1=C2C(=NC=C1)C=C(S2)CN2C(N(CC2=O)C)=O)[C@@H]2CNC1(CCC1)C2